CC1(CCC=2C(=NNC2C1)C=1NC2=CC(=CC=C2C1)N(C([C@H](C)N1CCN(CC1)CC1CCN(CC1)C1=NC=C(C=C1)C1C(NC(CC1)=O)=O)=O)C)C (2S)-N-(2-(6,6-dimethyl-4,5,6,7-tetrahydro-1H-indazol-3-yl)-1H-indol-6-yl)-2-(4-((1-(5-(2,6-dioxopiperidin-3-yl)pyridin-2-yl)piperidin-4-yl)methyl)piperazin-1-yl)-N-methylpropanamide